benzyl N-[(1S)-1-(cyclohexylmethyl)-2-hydrazino-2-oxo-ethyl]carbamate C1(CCCCC1)C[C@@H](C(=O)NN)NC(OCC1=CC=CC=C1)=O